ClC1=NC=C(C(=C1)C=1C=NC(=CC1C(=O)NC=1SC(=NN1)OC)OCC)OC 2'-chloro-6-ethoxy-5'-methoxy-N-(5-methoxy-1,3,4-thiadiazol-2-yl)-[3,4'-bipyridine]-4-carboxamide